FC1(CC1)[C@H](CC(=O)OCC)N[S@](=O)C(C)(C)C ethyl (3S)-3-(1-fluorocyclopropyl)-3-{[(R)-2-methylpropane-2-sulfinyl]amino}propanoate